ClC1=C(C=CC=C1F)[C@@H]1[C@@H]2C([C@@H]2CN1C=1C=NC(=NC1)C(=O)N[C@H](C=C)C(C)S(=O)(=O)C)(F)F 5-((1R,2S,5S)-2-(2-Chloro-3-fluorophenyl)-6,6-difluoro-3-azabicyclo[3.1.0]hexan-3-yl)-N-((R,E)-4-(methylsulfonyl)pent-1-en-3-yl)pyrimidine-2-carboxamide